Trans-2-((trifluoromethoxy)methyl)cyclopropanecarboxylic acid ethyl ester C(C)OC(=O)[C@H]1[C@@H](C1)COC(F)(F)F